N-(2,4-dimethoxybenzyl)-3-fluoro-4-iodopyridine-2-amine COC1=C(CNC2=NC=CC(=C2F)I)C=CC(=C1)OC